7-(3-chloro-4-(4-methylpiperazin-1-yl)anilino)-3,4-dihydropyrimido[4,5-d]pyrimidin-2(1H)-one ClC=1C=C(NC2=NC=C3C(=N2)NC(NC3)=O)C=CC1N1CCN(CC1)C